FC1=CC(=C(C=C1)NC(=O)N1CCCCC1)C N-(4-fluoro-2-methylphenyl)piperidine-1-carboxamide